1-(5-(1-(2-(7-chloroquinolin-4-yl)hydrazineylidene)ethyl)pyridin-2-yl)-3-methyl-1H-imidazol-3-ium iodide [I-].ClC1=CC=C2C(=CC=NC2=C1)NN=C(C)C=1C=CC(=NC1)N1C=[N+](C=C1)C